S1N=CC2=C1C(=CC=C2)C(C)OC=2C=1N(C=C(C2)C=2N=NN(C2C)C2CCN(CC2)C(=O)OC(C)(C)C)N=CC1C#N tert-Butyl 4-[4-[4-[1-(1,2-benzothiazol-7-yl)ethoxy]-3-cyano-pyrazolo[1,5-a]pyridin-6-yl]-5-methyl-triazol-1-yl]piperidine-1-carboxylate